Cl.N1=CC=C(C2=CC=CC=C12)NC(=O)[C@H]1CNCC1 (R)-N-(quinolin-4-yl)pyrrolidine-3-carboxamide hydrochloride